FC(C1=CC2=C(N=CS2)C=C1)(F)F 6-(trifluoromethyl)-1,3-benzothiazole